N1N=C(C=C1)C=1C=C(OC=2C(=C3C=CN(C3=CC2F)S(=O)(=O)C2=CC=C(C)C=C2)Br)C=CC1 5-(3-(1H-pyrazol-3-yl)phenoxy)-4-bromo-6-fluoro-1-tosyl-1H-indole